N,N-dimethyl-2-phenylpyridin-4-amine CN(C1=CC(=NC=C1)C1=CC=CC=C1)C